BrCC(=O)C=1SC=CC1 α-bromo-acetylthiophene